2-[6-(ethylsulfanyl)-4-{3-[(4-methyl-1,2,4-triazol-3-yl)methyl]oxetan-3-yl}pyridin-2-yl]-4-methanehydrazonoyl-6-{[(3S)-3-methylpiperidin-1-yl]methyl}-3H-isoindol-1-one C(C)SC1=CC(=CC(=N1)N1C(C2=CC(=CC(=C2C1)C=NN)CN1C[C@H](CCC1)C)=O)C1(COC1)CC1=NN=CN1C